C(C)(=O)OC\C=C(\CCC=C(C)CC)/CC (E)-3,7-diethylocta-2,6-dien-1-yl acetate